2-chloro-4,5-difluoro-benzene ClC1=CC=C(C(=C1)F)F